[1-(2,6-dioxo-3-piperidinyl)-4,6-difluoro-indolin-5-yl]piperidine-1-carboxylic acid tert-butyl ester C(C)(C)(C)OC(=O)N1C(CCCC1)C=1C(=C2CCN(C2=CC1F)C1C(NC(CC1)=O)=O)F